CC(C(=O)OC(C)C=1C(=NC(=CC1)Cl)C(F)(F)F)C(CNC1=NC2=CC=C(C=C2C(N1CC=1C=NN(C1)C)=O)S(NC1(CC1)C)(=O)=O)O 1-(6-chloro-2-(trifluoromethyl)pyridin-3-yl)ethanol methyl-3-hydroxy-4-({6-[(1-methylcyclopropyl)sulfamoyl]-3-[(1-methylpyrazol-4-yl)methyl]-4-oxoquinazolin-2-yl}amino)butanoate